1-(4-(2,6-bis(benzyloxy)pyridin-3-yl)-5-fluoro-2,3-dihydrobenzofuran-7-yl)azetidin-3-ol C(C1=CC=CC=C1)OC1=NC(=CC=C1C1=C(C=C(C2=C1CCO2)N2CC(C2)O)F)OCC2=CC=CC=C2